N-[(1r,2s)-2-fluorocyclopropyl]-8-hydroxy-6-({2-oxo-[1,2'-bipyridyl]-3-yl}amino)imidazo[1,2-b]pyridazine-3-carboxamide F[C@@H]1[C@@H](C1)NC(=O)C1=CN=C2N1N=C(C=C2O)NC=2C(N(C=CC2)C2=NC=CC=C2)=O